BrC=1C=C(C(=NC1)C(=O)OC(C)C)C(N)=O isopropyl 5-bromo-3-carbamoylpicolinate